(3S)-3-formylmorpholine-4-carboxylic acid tert-butyl ester C(C)(C)(C)OC(=O)N1[C@@H](COCC1)C=O